1-(4-(3-(3-fluorophenyl)-1-tosyl-1H-pyrrolo[2,3-b]pyridin-5-yl)benzyl)-3-methylpiperidin-3-ol FC=1C=C(C=CC1)C1=CN(C2=NC=C(C=C21)C2=CC=C(CN1CC(CCC1)(O)C)C=C2)S(=O)(=O)C2=CC=C(C)C=C2